((3-fluoroazetidin-1-yl)methyl)-2-(2'-(4-methyl-4H-1,2,4-triazol-3-yl)-[1,1'-biphenyl]-3-yl)-4-(trifluoromethyl)isoindolin-1-one FC1CN(C1)CC1N(C(C2=CC=CC(=C12)C(F)(F)F)=O)C=1C=C(C=CC1)C1=C(C=CC=C1)C1=NN=CN1C